OC[C@H](C1=CC=CC=C1)NC1=NC(=NC=C1C=1OC=NN1)NC=1C=C2C(=C(NC(C2=CC1)=O)C)C (S)-6-((4-((2-hydroxy-1-phenylethyl)amino)-5-(1,3,4-oxadiazol-2-yl)pyrimidin-2-yl)amino)-3,4-dimethylisoquinolin-1(2H)-one